2-((2-(2,6-dioxopiperidin-3-yl)-1-oxoisoindolin-4-yl)oxy)-N-(11-(3-(7-(4-(2-hydroxyethyl)piperazin-1-yl)-2-methyl-5-phenylpyrazolo[1,5-a]pyrimidin-3-yl)phenyl)undecyl)-acetamide O=C1NC(CCC1N1C(C2=CC=CC(=C2C1)OCC(=O)NCCCCCCCCCCCC1=CC(=CC=C1)C=1C(=NN2C1N=C(C=C2N2CCN(CC2)CCO)C2=CC=CC=C2)C)=O)=O